4-((4-((2-Methyl-4-phenylthiazol-5-yl)oxy)pyridin-2-yl)amino)benzamide CC=1SC(=C(N1)C1=CC=CC=C1)OC1=CC(=NC=C1)NC1=CC=C(C(=O)N)C=C1